C(CCCCC)OC(CCC/C=C/CCO)OCCCCCC (3E)-8,8-dihexoxy-3-octen-1-ol